ClC1=C(C=CC(=C1)F)C1(CC1)C1=NOC(=N1)C1=NN(C(=C1)C(F)F)[C@H](C(=O)N)C (S)-2-(3-(3-(1-(2-chloro-4-fluorophenyl)cyclopropyl)-1,2,4-oxadiazol-5-yl)-5-(difluoromethyl)-1H-pyrazol-1-yl)propanamide